1-[cyano-(3-trifluoromethyl-phenyl)-methyl]-3-spiro[3.3]hept-2-yl-urea C(#N)C(NC(=O)NC1CC2(C1)CCC2)C2=CC(=CC=C2)C(F)(F)F